3-(6-(4-((2,2-dimethylpiperazin-1-yl)methyl)piperidin-1-yl)pyrimidin-4-yl)-5-(1-methylcyclopropoxy)-1H-indazole CC1(N(CCNC1)CC1CCN(CC1)C1=CC(=NC=N1)C1=NNC2=CC=C(C=C12)OC1(CC1)C)C